C(C)N(C1=CC(=C(C=C1)C1(OC(=O)C2=CC=CN=C12)C1=C(N(C2=CC=CC=C12)CC)C)OCCCCCC)CC 3-(4-diethylamino-2-hexyloxyphenyl)-3-(1-ethyl-2-methyl-indole-3-yl)-4-azaphthalide